CC1=NOC(=C1C)C(=O)NCC1=CC=C(C=C1)NC(OCC1=CC=C(C=C1)Cl)=O 4-chlorobenzyl (4-((3,4-dimethylisoxazole-5-carboxamido)meth-yl)phenyl)carbamate